tert-butyl (1S,3S)-[3-[4-[3-methylpyrazolo[1,5-a]pyrimidin-5-yl]pyrimidin-2-yl]aminocyclopentan-1-yl]aminocarboxylate CC=1C=NN2C1N=C(C=C2)C2=NC(=NC=C2)N[C@@H]2C[C@H](CC2)NC(=O)OC(C)(C)C